N-(naphthalen-1-ylmethyl)prop-2-en-1-amine C1(=CC=CC2=CC=CC=C12)CNCC=C